(4S,5R)-5-((S)-5H-Imidazo[5,1-a]isoindol-5-yl)-1-(methylsulfonyl)azepan-4-ol C=1N=CN2C1C1=CC=CC=C1[C@@H]2[C@@H]2[C@H](CCN(CC2)S(=O)(=O)C)O